4'-(4-chlorophenyl)spiro(benzo[c]xanthene-7,9'-fluorene) ClC1=CC=C(C=C1)C1=CC=CC=2C3(C4=CC=CC=C4C12)C=1C=CC=CC1OC=1C2=C(C=CC13)C=CC=C2